pyrrolo-thiazole S1CN=C2C1=CC=N2